Diethylsilyl-bis(tetrahydroindenyl)zirconium diiodide [I-].[I-].C(C)[SiH](CC)[Zr+2](C1CCC2CC=CC=C12)C1CCC2CC=CC=C12